FC(CN1N=CC=C1COC=1C=CC2=C(C(=C(O2)C)C(=O)NC2(C(NCC2)=O)CO)C1)F 5-((1-(2,2-difluoroethyl)-1H-pyrazol-5-yl)methoxy)-N-(3-(hydroxymethyl)-2-oxopyrrolidin-3-yl)-2-methylbenzofuran-3-carboxamide